2,6-dimethoxy-4-(4-methylbenzyl)phenol COC1=C(C(=CC(=C1)CC1=CC=C(C=C1)C)OC)O